(2s,4r)-2-formylamino-4-(methylsulfonylamino)pyrrolidine-1-carboxylic acid tert-butyl ester C(C)(C)(C)OC(=O)N1[C@@H](C[C@H](C1)NS(=O)(=O)C)NC=O